(6-methyl-3-pyridyl) 4-[5-[(3R)-3-amino-5-[(4-chlorophenyl)methyl]-1,1,4-trioxo-2,3-dihydro-1lambda6,5-benzothiazepin-7-yl]-1,3,4-oxadiazol-2-yl]-4-methyl-piperidine-1-carboxylate N[C@H]1CS(C2=C(N(C1=O)CC1=CC=C(C=C1)Cl)C=C(C=C2)C2=NN=C(O2)C2(CCN(CC2)C(=O)OC=2C=NC(=CC2)C)C)(=O)=O